(R)-5-methyl-2-(oxiran-2-ylmethoxy)benzaldehyde CC=1C=CC(=C(C=O)C1)OC[C@@H]1OC1